N-[(3R)-8-fluoro-7-[(Z)-N'-hydroxycarbamimidoyl]-4-oxo-3,5-dihydro-2H-1,5-benzothiazepine-3-Yl]carbamic acid tert-butyl ester C(C)(C)(C)OC(N[C@H]1CSC2=C(NC1=O)C=C(C(=C2)F)/C(/N)=N/O)=O